4-(4-(tert-Butyloxycarbonyl)piperazine-1-yl)-5-fluoropyrimidine-2-carboxylic acid C(C)(C)(C)OC(=O)N1CCN(CC1)C1=NC(=NC=C1F)C(=O)O